5-[(2-amino-3-fluoropyridin-4-yl)methyl]-N-(4-chloro-2-fluorophenyl)-N,4-dimethylpyridin-3-amine NC1=NC=CC(=C1F)CC=1C(=C(C=NC1)N(C)C1=C(C=C(C=C1)Cl)F)C